5-hydroxy-3',4',6,7-tetramethoxyflavone OC1=C2C(C=C(OC2=CC(=C1OC)OC)C1=CC(=C(C=C1)OC)OC)=O